N(=[N+]=[N-])[C@H]1[C@@H](CSCC1)OCOCC[Si](C)(C)C |o1:3,4| (2-((((3S*,4R*)-4-azidotetrahydro-2H-thiopyran-3-yl)oxy)methoxy)ethyl)trimethylsilane